CN(C(=O)NC1=NC=CC(=C1)OC(F)(F)F)C1CC2(CN(C2)C(=O)C2=C3N(N=C2)C=CN3C)C1 1-methyl-1-(2-(1-methyl-1H-imidazo[1,2-b]pyrazole-7-carbonyl)-2-azaspiro[3.3]heptan-6-yl)-3-(4-(trifluoromethoxy)pyridin-2-yl)urea